(1-((4-(Difluoromethylene)piperidin-1-yl)methyl)cyclopropyl)methanol methyl-(E)-2-(5-((8-bromo-6-(bromomethyl)-4-oxochroman-3-ylidene)methyl)-2-fluorophenoxy)acetate CC(C(=O)OCC1(CC1)CN1CCC(CC1)=C(F)F)OC1=C(C=CC(=C1)/C=C/1\COC2=C(C=C(C=C2C1=O)CBr)Br)F